C(C)OC(C(=C)[Sn](CCCC)(CCCC)CCCC)=O 2-(Tributylstannyl)acrylic acid ethyl ester